COC=1C=C(CN2C(CCCCC2)=O)C=CC1 (3R)-1-(3-methoxybenzyl)-2-oxoazepan